CC(C)(C)[S@](=O)N[C@H](CC=C)CCC(F)(F)F (S)-2-methyl-N-((S)-7,7,7-trifluorohept-1-en-4-yl)propane-2-sulfinamide